elaidyl cerotate C(CCCCCCCCCCCCCCCCCCCCCCCCC)(=O)OCCCCCCCC\C=C\CCCCCCCC